benzyl(2-nitro-5-(perfluorophenoxy)phenyl)sulfane C(C1=CC=CC=C1)SC1=C(C=CC(=C1)OC1=C(C(=C(C(=C1F)F)F)F)F)[N+](=O)[O-]